C(C)(C)(C)OC(=O)N1[C@H](CN(CC1)C=1C2=C(N=C(N1)Cl)C=C(C=N2)Br)CC#N (S)-4-(7-bromo-2-chloropyrido[3,2-d]pyrimidin-4-yl)-2-(cyanomethyl)piperazine-1-carboxylic acid tert-butyl ester